P(=O)(O)([O-])[O-].[Na+].[Na+] sodium (hydrogen) phosphate